1-(6-(benzyloxy)-9H-purin-2-yl)-1H-pyrazole-4-carboxylic acid ethyl ester C(C)OC(=O)C=1C=NN(C1)C1=NC(=C2N=CNC2=N1)OCC1=CC=CC=C1